ClC1=NC(=NC(=C1C)N1CCC(CC1)OC=1C=NC(=CC1)OC)C(=O)NCC=1C=NSC1 4-chloro-N-(isothiazol-4-ylmethyl)-6-(4-((6-methoxypyridin-3-yl)oxy)piperidin-1-yl)-5-methylpyrimidine-2-carboxamide